NC1=NC(=NC=C1C=O)SC amino-2-(methylsulfanyl)pyrimidine-5-carbaldehyde